C(CCCCC)C1=CC=C(N(C2=CC=C(C=C2)C2=CC3=CC=C(C=C3C=C2)OC)C2=CC=C(C=C2)CCCCCC)C=C1 4-hexyl-N-(4-hexylphenyl)-N-(4-(6-methoxynaphthalen-2-yl)phenyl)aniline